4-((5-(benzylthio)-3-fluoropyridin-2-yl)methyl)-6-methoxy-5-phenylpyridine-3,4-diamine C(C1=CC=CC=C1)SC=1C=C(C(=NC1)CC1(C(C=NC(=C1C1=CC=CC=C1)OC)N)N)F